FC(COC(C(N1[C@H](CN([C@@H](C1)C)CC(C)(C)C)C1=CC=CC=C1)=O)=O)(F)F.O=C(C(=O)N)N1[C@H](CN([C@@H](C1)C)CC(C)(C)C)C1=CC=CC=C1 2-oxo-2-[(2S,5R)-4-(2,2-dimethylpropyl)-5-methyl-2-phenyl-piperazin-1-yl]acetamide 2,2,2-Trifluoroethyl-2-oxo-2-[(2S,5R)-4-(2,2-dimethylpropyl)-5-methyl-2-phenyl-piperazin-1-yl]acetate